2'-chloro-N-(5-((1r,3r)-3-hydroxy-2,2-dimethylcyclobutoxy)-1,3,4-thiadiazol-2-yl)-5'-methoxy-6-methyl-(4,4'-bipyridine)-3-carboxamide ClC1=NC=C(C(=C1)C1=C(C=NC(=C1)C)C(=O)NC=1SC(=NN1)O[C@H]1C([C@@H](C1)O)(C)C)OC